CCC(CC)C1=NOC(=C1)C1=CC=CC=C1 3-(pentan-3-yl)-5-phenylisoxazole